FC=1C=C(C=CC1)C1OC2=C(C=3N1C=C(C(C3)=O)C(=O)O)C=3CC(OC3C(=C2)OCCCOC)(C)C 7-(3-fluorophenyl)-4-(3-methoxypropoxy)-2,2-dimethyl-11-oxo-1,2,7,11-tetrahydrobenzofuro[4,5-e]pyrido[1,2-c][1,3]oxazine-10-carboxylic acid